N-[5-[2-(2-amino-3-pyridyl)-5-phenyl-imidazo[4,5-b]pyridin-3-yl]-6-methyl-2-pyridyl]-3-(5-oxo-4H-1,2,4-thiadiazol-3-yl)benzamide NC1=NC=CC=C1C1=NC=2C(=NC(=CC2)C2=CC=CC=C2)N1C=1C=CC(=NC1C)NC(C1=CC(=CC=C1)C1=NSC(N1)=O)=O